C(C1=CC=CC=C1)OC(=O)N[C@H](CC1=CC=C(C=C1)O)C(=O)O ((benzyloxy)carbonyl)-D-tyrosine